C(C=C)(=O)OCC(CCOC(C=C)=O)OC(C=C)=O 1,2,4-butanetriol triacrylate